C1(=CC=CC=C1)CCCOCC1=C(C=CC=C1)O (phenylpropoxymethyl)phenol